BrC=1C=C(C=2N(C1)N=CC2C#N)NCC(OC)C2=NC=C(C=C2)F 6-bromo-4-[[2-(5-fluoro-2-pyridyl)-2-methoxy-ethyl]amino]pyrazolo[1,5-a]pyridine-3-carbonitrile